2-[6-amino-5-[8-[2-[3-(6-oxa-2-azaspiro[3.5]nonan-2-yl)prop-1-ynyl]-4-pyridinyl]-3,8-diazabicyclo[3.2.1]oct-3-yl]pyridazin-3-yl]phenol NC1=C(C=C(N=N1)C1=C(C=CC=C1)O)N1CC2CCC(C1)N2C2=CC(=NC=C2)C#CCN2CC1(C2)COCCC1